FC1=C(C=CC(=C1)O)C(C)=O 1-(2-fluoro-4-hydroxy-phenyl)ethan-1-one